ClC1=CC=C(C(=C1C=1C=C2C(=NN(C2=CC1)C(C1=CC=CC=C1)(C1=CC=CC=C1)C1=CC=CC=C1)NC(=O)C1CCN(CC1)C)F)C N-[5-(6-chloro-2-fluoro-3-methylphenyl)-1-trityl-1H-indazol-3-yl]-1-methylpiperidine-4-carboxamide